Benzyl-methyl-dimethoxysilane C(C1=CC=CC=C1)[Si](OC)(OC)C